FC=1C=C(CN2C(C3=CC=C(C=C3C(C23CCCC3)C(=O)O)C3=C(C=CC=C3)F)=O)C=CC1C(F)(F)F 2'-(3-fluoro-4-(trifluoromethyl)benzyl)-6'-(2-fluorophenyl)-1'-oxo-1',4'-dihydro-2'H-spiro[cyclopentane-1,3'-isoquinoline]-4'-carboxylic acid